C1(CC1)S(=O)(=O)N1N=CC(=C1)C1=NC=CC(=N1)NC1=CC(=C(C=N1)C1=NC(=CC=C1)CC(F)(F)F)NC1CCC(CC1)CN(C)C N6'-(2-(1-(Cyclopropylsulfonyl)-1H-pyrazol-4-yl)pyrimidin-4-yl)-N4'-((1s,4s)-4-((dimethylamino)methyl)cyclohexyl)-6-(2,2,2-trifluoroethyl)-[2,3'-bipyridine]-4',6'-diamine